ethyl 4-bromo-2,6-dimethyl-7-oxo-6,7-dihydro-1H-pyrrolo[2,3-c]pyridine-3-carboxylate BrC=1C2=C(C(N(C1)C)=O)NC(=C2C(=O)OCC)C